4-(4-oxo-2-thioxo-1-(4-methylphenyl)-1,3-diazaspiro[4.5]decan-3-yl)-2-trifluoromethylbenzonitrile O=C1N(C(N(C12CCCCC2)C2=CC=C(C=C2)C)=S)C2=CC(=C(C#N)C=C2)C(F)(F)F